ClCC1=C(C(=O)O)C=CC=C1 2-(chloromethyl)benzoic acid